2-(3,4-epoxycyclohexyl)propyltrimethoxysilane C1(CC2C(CC1)O2)C(C[Si](OC)(OC)OC)C